1-(4-((4-fluorobenzyl)oxy)phenyl)ethan-1-one FC1=CC=C(COC2=CC=C(C=C2)C(C)=O)C=C1